1-(4-(1-(2,6-dichlorophenyl) azetidin-3-yl)-3-fluorobenzyl)-3-methylazetidin-3-yl acetate C(C)(=O)OC1(CN(C1)CC1=CC(=C(C=C1)C1CN(C1)C1=C(C=CC=C1Cl)Cl)F)C